3-(allylcyclobutyl)-3-oxopropanoate C(C=C)C1(CCC1)C(CC(=O)[O-])=O